4-(6-chloro-8-fluoro-2-(((2R,7aS)-2-fluorotetrahydro-1H-pyrrolizin-7a(5H)-yl)methoxy)-4-(1,6-diazaspiro[3.5]nonan-6-yl)quinazolin-7-yl)-7-fluorobenzo[d]thiazol-2-amine ClC=1C=C2C(=NC(=NC2=C(C1C1=CC=C(C2=C1N=C(S2)N)F)F)OC[C@]21CCCN1C[C@@H](C2)F)N2CC1(CCN1)CCC2